C[C@H]([C@H](C)O)CC=C (2S,3S)-3-methylhexa-5-en-2-ol